2,3-O-dinonanoyl-erythritol C(CCCCCCCC)(=O)[C@@](CO)(O)[C@H](OC(CCCCCCCC)=O)CO